BrC=1C=C2CC(N(CC2=CC1)C=1C=NC(=CC1)[N+](=O)[O-])(C)C 6-bromo-3,3-dimethyl-2-(6-nitropyridin-3-yl)-1,2,3,4-tetrahydroisoquinoline